C[N+](C\C=C\CCC[N+](C)(C)C)(C)C (E)-N1,N1,N1,N6,N6,N6-hexamethylhex-2-ene-1,6-diaminium